BrC1=CC(=C(C#N)C=C1)C 4-bromo-2-methyl-benzonitrile